N1(C=NC=C1)CCNC1=NN2C(C=CC=C2)=C1N N2-[2-(1H-imidazol-1-yl)ethyl]pyrazolo[1,5-a]pyridin-2,3-diamin